CN(/C=C/C(=O)C1=C(N=C(S1)NC)C)C (E)-3-(Dimethylamino)-1-(4-methyl-2-(methylamino)thiazol-5-yl)prop-2-en-1-one